C1(=CC=CC=C1)C=1NC2=CC(=CC=C2C1C(CC(F)(F)F)C=1SC=CC1)S(=O)(=O)F 2-phenyl-3-(3,3,3-trifluoro-1-(thiophen-2-yl)propyl)-1H-indole-6-sulfonyl fluoride